CN1N=NC(=C1NC(O[C@H](C)C=1C(=NC=C(C1)F)F)=O)C1=NC=C(C=C1)NC(=O)C1=CN=NC(=C1)C(F)(F)F (R)-1-(2,5-difluoropyridin-3-yl)ethyl (1-methyl-4-(5-(6-(trifluoromethyl) pyridazine-4-carboxamido) pyridin-2-yl)-1H-1,2,3-triazol-5-yl)carbamate